The molecule is a sesquiterpene alkaloid that is a macrolide incorporating a substituted dihydroagarofuran and a pyrindine ring. Isolated from Maytenus emarginata, it exhibits strong cytotoxicity against human epidermoid carcinoma of the nasopharynx (KB), ileocecal adenocarcinoma (HCT-8), melanoma (RPMI-7951) and medulloblastoma (TE-671) tumor cells, and against murine leukemia (P-388). It has a role as a metabolite and an antineoplastic agent. It is an acetate ester, a benzoate ester, a dihydroagarofuran sesquiterpenoid, a macrolide, a member of methylpyridines, a pyridine alkaloid, a pyridone and a sesquiterpene alkaloid. It derives from an evonine. C[C@H]1[C@H](C(=O)O[C@H]2[C@@H]([C@@H]([C@]3([C@@H]([C@H]([C@@H]4[C@H]([C@@]3([C@@]2(C)O)O[C@]4(COC(=O)C5=C1N=CC=C5)C)OC(=O)C)O)OC(=O)C)COC(=O)C)OC(=O)C6=CC=CC=C6)OC(=O)C7=CN(C(=O)C=C7)C)C